(3-chloro-4-fluorophenyl)-7-methoxyquinazoline-4,6-diamine ClC=1C=C(C=CC1F)C1=NC2=CC(=C(C=C2C(=N1)N)N)OC